diethoxyethyl pimelate C(CCCCCC(=O)[O-])(=O)OCC(OCC)OCC